C(C1=CC=CC=C1)OC=1C=C(C(=O)C2OC(OCC2)(C)C)C=CC1OCC1=CC=CC=C1 (3,4-dibenzyloxybenzoyl)-2,2-dimethyl-1,3-dioxane